ONC(=O)C=1N=NN(C1)CCOCCO N-hydroxy-1-(2-(2-hydroxyethoxy)ethyl)-1H-1,2,3-triazole-4-carboxamide